4-(bis(4-fluorophenyl)methylene)-1-(2-(1-(cyclopropylsulfonyl)-1H-1,2,3-triazol-4-yl)ethyl)piperidine FC1=CC=C(C=C1)C(=C1CCN(CC1)CCC=1N=NN(C1)S(=O)(=O)C1CC1)C1=CC=C(C=C1)F